C(C)(C)C=1C(C(=C(NC1C)C)C(=O)O)=O 5-isopropyl-2,6-dimethyl-4-oxo-1,4-dihydropyridine-3-carboxylic acid